BrC=1C=CC(=C(C1)NC(OC(C)(C)C)=O)C=O tert-butyl (5-bromo-2-formylphenyl)carbamate